3beta-3-Hydroxy-18-lupen-21-one CC(C)C1=C2C3CCC4C5(CCC(C(C5CCC4(C3(CCC2(CC1=O)C)C)C)(C)C)O)C